4-oxo-6,7-dihydropyrazolo[1,5-a]pyrazin O=C1C=2N(CCN1)N=CC2